CCCCC/C=C\CCCCCCCC(=O)OC[C@H](COP(=O)([O-])OCC[N+](C)(C)C)OC(=O)CCC/C=C\C/C=C\C/C=C\C/C=C\C/C=C\CC 1-(9Z-pentadecenoyl)-2-(5Z,8Z,11Z,14Z,17Z-eicosapentaenoyl)-glycero-3-phosphocholine